2-(4-Chlorophenyl)-5-[4-(trifluoromethoxy)phenyl]-1H-imidazole ClC1=CC=C(C=C1)C=1NC(=CN1)C1=CC=C(C=C1)OC(F)(F)F